C(N)(=O)C=1C(=NN(C1)[C@H]1[C@@H](CCCC1)C#N)NC1=CC(=C(C(=O)OC)C=C1)B1OC(C(O1)(C)C)(C)C methyl 4-[[4-carbamoyl-1-(trans-2-cyanocyclohexyl)pyrazol-3-yl]amino]-2-(4,4,5,5-tetramethyl-1,3,2-dioxaborolan-2-yl)benzoate